Yttrium(III) fluoride [F-].[Y+3].[F-].[F-]